C[C@@H]1CN(CCO1)C(C)C=1NC=2C(N(C=NC2C1)C1=NC(=CC(=C1)C1=C(C=C(C=C1)F)C(=O)N1CC(C1)F)C1CC1)=O 2-{1-[(R)-2-methyl-4-morpholinyl]ethyl}-6-(6-cyclopropyl-4-{4-fluoro-2-[(3-fluoro-1-azetidinyl)carbonyl]phenyl}-2-pyridyl)-1,6-dihydro-1,4,6-triaza-7-indenone